(RAC)-2-{[6-(1-amino-2,2,2-trifluoroethyl)pyridin-2-yl]carbamoyl}-5-(trifluoromethyl)benzoic acid N[C@@H](C(F)(F)F)C1=CC=CC(=N1)NC(=O)C1=C(C(=O)O)C=C(C=C1)C(F)(F)F |r|